N-benzyl-N-pentylacrylamide C(C1=CC=CC=C1)N(C(C=C)=O)CCCCC